N-(2-chloro-3-(2,3-dichloropyridin-4-yl)phenyl)-1-methyl-5-(4,4,4-trifluorobutyl)-4,5,6,7-tetrahydro-1H-imidazo[4,5-c]pyridine-2-carboxamide ClC1=C(C=CC=C1C1=C(C(=NC=C1)Cl)Cl)NC(=O)C=1N(C2=C(CN(CC2)CCCC(F)(F)F)N1)C